tert-butyl (2-{[5-fluoro-7-hydroxy-6-(1,1,4-trioxo-1λ6,2,5-thiadiazolidin-2-yl)naphthalen-2-yl]oxy}ethyl)carbamate FC1=C2C=CC(=CC2=CC(=C1N1S(NC(C1)=O)(=O)=O)O)OCCNC(OC(C)(C)C)=O